2-(5-chloro-2-fluoro-4-(4-hydroxy-3-isopropylbenzyl)-3-vinylphenoxy)acetic acid ethyl ester C(C)OC(COC1=C(C(=C(C(=C1)Cl)CC1=CC(=C(C=C1)O)C(C)C)C=C)F)=O